9-((1S,4S)-4-(aminomethyl)cyclohexyl)-N8-(3-chloro-5-fluorophenyl)-N2-(4-methyltetrahydro-2H-pyran-4-yl)-9H-purine-2,8-diamine NCC1CCC(CC1)N1C2=NC(=NC=C2N=C1NC1=CC(=CC(=C1)F)Cl)NC1(CCOCC1)C